(E)-3-(1,2-diphenyl-1H-indol-3-yl)acrylic acid methyl ester COC(\C=C\C1=C(N(C2=CC=CC=C12)C1=CC=CC=C1)C1=CC=CC=C1)=O